C(CCCCCCCCCC)O[Pr] undecanoxypraseodymium